ClC1=C(C(=CC=C1)F)[C@H](C)NC(=O)C1=C(N=NS1)C1CC1 (S)-N-(1-(2-chloro-6-fluorophenyl)ethyl)-4-cyclopropyl-1,2,3-thiadiazole-5-carboxamide